(RS)-cis-4-[3-(4-tert-butylphenyl)-2-methylpropyl]-2,6-dimethylmorpholine C(C)(C)(C)C1=CC=C(C=C1)CC(CN1C[C@H](O[C@H](C1)C)C)C